1-(2,2-difluoroethyl)-6-[3-(2-methoxy-4-methylsulfonyl-anilino)prop-1-ynyl]benzimidazole-4-carboxylic acid FC(CN1C=NC2=C1C=C(C=C2C(=O)O)C#CCNC2=C(C=C(C=C2)S(=O)(=O)C)OC)F